N-ethyl-2-((4-(7-(((1s,4s)-4-(ethylsulfonamido)-1-fluorocyclohexyl)methyl)-2,7-diazaspiro[3.5]nonan-2-yl)pyrimidin-5-yl)oxy)-5-fluoro-N-isopropylbenzamid C(C)N(C(C1=C(C=CC(=C1)F)OC=1C(=NC=NC1)N1CC2(C1)CCN(CC2)CC2(CCC(CC2)NS(=O)(=O)CC)F)=O)C(C)C